COC([C@H](CC(=O)C1=CC2=NC(=C(C=C2S1)OC)Cl)C)=O (S)-4-(5-chloro-6-methoxythieno[3,2-b]pyridin-2-yl)-2-methyl-4-oxobutanoic acid methyl ester